C(C)(C)(C)OC(=O)NC=1C=C(N=NC1Cl)C(=O)[O-] 5-((tert-butoxycarbonyl) amino)-6-chloropyridazin-3-carboxylate